6-bromo-N-(M-Tolyl)-1H-indole-2-carboxamide BrC1=CC=C2C=C(NC2=C1)C(=O)NC=1C=C(C=CC1)C